The molecule is a steroid saponin that is (3beta,22E)-stigmasta-5,22-dien-3-ol attached to a beta-D-glucopyranosyl residue at position 3 via a glycosidic linkage. It is isolated from Symplocos lancifolia. It has a role as a metabolite. It is a member of phytosterols, a steroid saponin, a beta-D-glucoside and a monosaccharide derivative. It derives from a stigmasterol. It derives from a hydride of a stigmastane. CC[C@H](/C=C/[C@@H](C)[C@H]1CC[C@@H]2[C@@]1(CC[C@H]3[C@H]2CC=C4[C@@]3(CC[C@@H](C4)O[C@H]5[C@@H]([C@H]([C@@H]([C@H](O5)CO)O)O)O)C)C)C(C)C